4-hydroxy-(2H)-1,4-benzoxazin-3(4H)-one ON1C(COC2=C1C=CC=C2)=O